2,5-dimethylmercapto-1,4-dithiane CSC1SCC(SC1)SC